N[C@H]1CN(CCC1)C1=NC2=C(N1CC1=C(C#N)C=C(C=C1)Cl)C=CC=C2 (R)-2-((2-(3-aminopiperidin-1-yl)-1H-benzo[d]imidazol-1-yl)methyl)-5-chlorobenzonitrile